C(#N)C1=C(C=CC(=C1)OCC(C)(C)O)C=1C=C(C=2N=CN=C(C2N1)N[C@@H]1CNC[C@H](C1)F)C(=O)N 6-(2-cyano-4-(2-hydroxy-2-methylpropoxy)phenyl)-4-(((3S,5S)-5-fluoropiperidin-3-yl)amino)pyrido[3,2-d]pyrimidine-8-carboxamide